(2-Bromoethyl)diethylamine hydrobromide Br.BrCCN(CC)CC